(S)-1-(1-((3-Chloro-1-methyl-1H-pyrazol-4-yl)oxy)-8-((1,1,1-trifluoropropan-2-yl)oxy)isoquinolin-6-yl)-4-ethyl-3-(hydroxymethyl)-1H-1,2,4-triazol-5(4H)-one ClC1=NN(C=C1OC1=NC=CC2=CC(=CC(=C12)O[C@H](C(F)(F)F)C)N1N=C(N(C1=O)CC)CO)C